FC1(CN(CC1OCCN1CCCCC1)C=1C2=C(N=CN1)SC(=C2)C=2C(NC(NC2)=O)=O)F 5-[4-[3,3-Difluoro-4-[2-(1-piperidyl)ethoxy]pyrrolidine-1-yl]thieno[2,3-d]pyrimidin-6-yl]-1H-pyrimidine-2,4-dione